(S)-1-(4-Cyanopyridin-2-yl)-N-((S)-1-(2,6-dichlorophenyl)-2-((3,3-difluorocyclobutyl)amino)-2-oxoethyl)-N-(3,5-difluorophenyl)-5-oxopyrrolidine-2-carboxamide C(#N)C1=CC(=NC=C1)N1[C@@H](CCC1=O)C(=O)N(C1=CC(=CC(=C1)F)F)[C@H](C(=O)NC1CC(C1)(F)F)C1=C(C=CC=C1Cl)Cl